1,2-diphenylethylene dibromide C1(=CC=CC=C1)C(C(C1=CC=CC=C1)Br)Br